FC(OC1=CC=C(C=C1)B1OC(C)(C)C(C)(C)O1)F 4-(difluoromethoxy)phenylboronic acid pinacol ester